2-[[2-(2,6-dioxo-3-piperidyl)-1,3-dioxo-isoindolin-4-yl]-methyl-amino]acetic acid O=C1NC(CCC1N1C(C2=CC=CC(=C2C1=O)N(CC(=O)O)C)=O)=O